N-(5-((3-chloro-2-((diphenylmethylene)amino)pyridin-4-yl)oxy)pyridin-2-yl)-5-(4-fluorophenyl)-1-methyl-4-oxo-1,4-dihydropyridazine-3-carboxamide ClC=1C(=NC=CC1OC=1C=CC(=NC1)NC(=O)C1=NN(C=C(C1=O)C1=CC=C(C=C1)F)C)N=C(C1=CC=CC=C1)C1=CC=CC=C1